1-Bromo-8-chloro-3-(2-methylprop-1-en-1-yl)imidazo[1,5-a]pyrazine BrC=1N=C(N2C1C(=NC=C2)Cl)C=C(C)C